1,6-bis(2,3-epoxypropyl)hexane C(C1CO1)CCCCCCCC1CO1